COC1=CC=C(C=N1)C1=NOC(=C1COC1=CC=C(C=N1)C(=O)O)C 6-((3-(6-methoxy-3-pyridinyl)-5-methyl-isoOxazol-4-yl)methoxy)pyridine-3-carboxylic acid